thietane S1CCC1